tert-Butyl 8-[1-(2,7-dioxoazepan-3-yl)-3-methyl-2-oxobenzimidazol-5-yl]octanoate O=C1NC(CCCC1N1C(N(C2=C1C=CC(=C2)CCCCCCCC(=O)OC(C)(C)C)C)=O)=O